O[C@@H]1[C@H](O[C@H]([C@@H]1O)N1C2=NC(=NC(=C2N=C1)NCC1=NC=CC(=C1)C)C=1C=NC=C(C1)C)C(=O)NNC (2S,3S,4R,5R)-3,4-dihydroxyl-N'-methyl-5-(6-(((4-methylpyridin-2-yl)methyl)amino)-2-(5-methylpyridin-3-yl)-9H-purin-9-yl)tetrahydrofuran-2-carbohydrazide